NC=1C=C2C=CC=[N+](C2=CC1)CCC[N+](C)(C)C 6-amino-1-(3-(trimethylammonio)propyl)quinolin-1-ium